C1(CC1)COC1=C(C2=CC=CC=C2C=C1)B(O)O [2-(CYCLOPROPYLMETHOXY)NAPHTHALEN-1-YL]BORANEDIOL